2-ethynyl-pyridine bromide [Br-].C(#C)C1=NC=CC=C1